thia-azole S1C=NC=C1